N-(1,6-dicyclopropyl-1H-indazol-5-yl)-2-(2-methylpyridin-4-yl)oxazole C1(CC1)N1N=CC2=CC(=C(C=C12)C1CC1)N1C(OC=C1)C1=CC(=NC=C1)C